4-((2-(((1R,2R)-2-hydroxycyclohexyl)amino)benzo[d]thiazol-6-yl)oxy)-N-methyl-picolinamide O[C@H]1[C@@H](CCCC1)NC=1SC2=C(N1)C=CC(=C2)OC2=CC(=NC=C2)C(=O)NC